[N+](=O)([O-])C1=CC=C(C=C1)C(C)N 1-(4-nitrophenyl)ethan-1-amine